(S)-N-((1r,3S)-1-(5-bromopyrimidin-2-yl)-3-(((tert-butyldimethylsilyl)oxy)methyl)-3-methylcyclobutyl)-2-methylpropane-2-sulfinamide BrC=1C=NC(=NC1)C1(CC(C1)(C)CO[Si](C)(C)C(C)(C)C)N[S@@](=O)C(C)(C)C